C(CCCCCCCCCCCCCCCCC)NC(=O)C1=C(C(=O)O)C=CC=C1 (Octadecylcarbamoyl)benzoic acid